4-(2-((R)-3-((R or S)-3,3-dimethyloxetan-2-yl)-1-(4-methoxybenzyl)pyrrolidin-3-yl)ethyl)benzonitrile CC1([C@H](OC1)[C@]1(CN(CC1)CC1=CC=C(C=C1)OC)CCC1=CC=C(C#N)C=C1)C |o1:2|